5-[(4-Chloro-3-fluoro-anilino)methylene]-2,2-dimethyl-1,3-dioxan-4,6-dione ClC1=C(C=C(NC=C2C(OC(OC2=O)(C)C)=O)C=C1)F